2-hydroxy-2-methyl-1-phenyl-1-propanone OC(C(=O)C1=CC=CC=C1)(C)C